1-(4-bromophenyl)-3-(2-(dimethylamino)ethyl)-1,3-dimethylurea BrC1=CC=C(C=C1)N(C(=O)N(C)CCN(C)C)C